6-methoxy-2-naphthaleneboronic acid COC=1C=C2C=CC(=CC2=CC1)B(O)O